CN(CCN(C1=C(C=C(C(=C1)OC(C)C)NC1=NC=CC(=N1)N1CC(C2=NC(=C(C=C21)C)C)(C)C)NC(C=C)=O)C)C N-(2-((2-(dimethylamino)ethyl)(methyl)amino)-4-isopropoxy-5-((4-(3,3,5,6-tetramethyl-2,3-dihydro-1H-pyrrolo[3,2-b]pyridin-1-yl)pyrimidin-2-yl)amino)phenyl)acrylamide